N-((2S*,4R*)-6-fluoro-2-methyl-1,2,3,4-tetrahydroquinolin-4-yl)formamide FC=1C=C2[C@@H](C[C@@H](NC2=CC1)C)NC=O |o1:4,6|